(R)-5-(1-aminoethyl)thiophene-2-carboximidamide N[C@H](C)C1=CC=C(S1)C(N)=N